3-(2-imidazo[1,2-b]pyridazin-3-ylethynyl)-4-isopropyl-aniline N=1C=C(N2N=CC=CC21)C#CC=2C=C(N)C=CC2C(C)C